FC=1C(=NCN(C1)C1=NC=C(C=C1)N1CCNCC1)C=1C=C2C3(C(=NC2=C(C1)F)C)CCCC3 5-fluoro-4-(7'-fluoro-2'-methylspiro[cyclopentane-1,3'-indol]-5'-yl)-N-(5-(piperazin-1-yl)pyridin-2-yl)pyrimidine